2,5-Dibromo-4-[3-[(tert-butyldimethylsilyl)oxy]-1-(oxacyclohex-2-yloxy)propyl]-1,3-thiazole BrC=1SC(=C(N1)C(CCO[Si](C)(C)C(C)(C)C)OC1OCCCC1)Br